(S)-3'-chloro-8-(difluoromethoxy)-6-(trifluoromethyl)-6',7'-dihydro-3H,5'H-spiro[imidazo[1,2-a]pyridine-2,8'-isoquinoline] ClC=1N=CC=2[C@]3(CCCC2C1)N=C1N(C=C(C=C1OC(F)F)C(F)(F)F)C3